COC1=C(C(NC(=N1)C1=NC(=CC=C1)CCC)=O)C(F)(F)F 6-methoxy-2-(6-n-propyl-2-pyridyl)-5-(trifluoromethyl)-4(3H)-pyrimidone